N'-(4-iodo-2-(6-azaspiro[2.5]octane-6-yl)benzoyl)-6-methyl-2-(4-(trifluoromethyl)piperidine-1-yl)pyrimidine-4-carboxylic acid hydrazide IC1=CC(=C(C(=O)NNC(=O)C2=NC(=NC(=C2)C)N2CCC(CC2)C(F)(F)F)C=C1)N1CCC2(CC2)CC1